BrC=1C(=C(OC2CCC(CC2)CC(CCO)C)C=CC1)C 4-((1r,4r)-4-(3-bromo-2-methylphenoxy)cyclohexyl)-3-methylbutan-1-ol